C1(=C(C=CC=C1)C=1N=NNC1)C o-tolyltriazole